tri-(2,3-di-methyl-3-phenyl-butyl)-aluminum CC(C[Al](CC(C(C)(C)C1=CC=CC=C1)C)CC(C(C)(C)C1=CC=CC=C1)C)C(C)(C1=CC=CC=C1)C